COCOC1=C(C=C(C=C1)N(C)C)B(O)O 2-(methoxymethoxy)-5-dimethylaminobenzeneboronic acid